2-(4-(5-chloro-2-(4-chloro-1H-1,2,3-triazol-1-yl)phenyl)-2,5-dioxapiperazin-1-yl)-4-isopropoxy-N-(2-methyl-2H-indazol-5-yl)butanamide ClC=1C=CC(=C(C1)N1CON(CO1)C(C(=O)NC1=CC2=CN(N=C2C=C1)C)CCOC(C)C)N1N=NC(=C1)Cl